cinnamaldehyde semicarbazone C(C=CC1=CC=CC=C1)=NNC(=O)N